6-[3-chloro-4-(cyclopropylmethoxy)phenyl]-N-[(5-methyl-2-morpholino-3-pyridinyl)methyl]pyridazine-4-carboxamide ClC=1C=C(C=CC1OCC1CC1)C1=CC(=CN=N1)C(=O)NCC=1C(=NC=C(C1)C)N1CCOCC1